C[C@@H](C(=O)N[C@H](CCC(=O)N[C@@H](CCCCNC(=O)C[NH3+])C(=O)N[C@H](C)C(=O)N[C@H](C)C(=O)[O-])C(=O)N)NC(=O)[C@@H](C)O[C@@H]1[C@H]([C@H](O[C@@H]([C@H]1O[C@H]2[C@@H]([C@H]([C@@H]([C@H](O2)CO)O)O)NC(=O)C)CO)OP(=O)([O-])OP(=O)([O-])OC/C=C(/C)\\CC/C=C(/C)\\CC/C=C(/C)\\CC/C=C(/C)\\CC/C=C(/C)\\CC/C=C(/C)\\CC/C=C(/C)\\CC/C=C(/C)\\CC/C=C(\\C)/CC/C=C(\\C)/CCC=C(C)C)NC(=O)C The molecule is the organophosphate oxoanion that at pH 7.3 is the major microspecies formed from undecaprenyldiphospho-N-acetyl-(N-acetylglucosaminyl)muramoyl-L-alanyl-D-isoglutaminyl-(glycyl)-L-lysyl-D-alanyl-D-alanine, formed by loss of two protons from the diphospho group. It is a conjugate base of an undecaprenyldiphospho-N-acetyl-(N-acetylglucosaminyl)muramoyl-L-alanyl-D-isoglutaminyl-(glycyl)-L-lysyl-D-alanyl-D-alanine.